ClC1=C(C=CC=C1)C1=NN(C=C1C(=O)NC1CCSCC1)C 3-(2-chlorophenyl)-1-methyl-N-(tetrahydro-2H-thiopyran-4-yl)-1H-pyrazole-4-carboxamide